[N+](#[C-])C1=C(C#N)C=CC(=C1)OC 2-isocyano-4-methoxybenzonitrile